C(C)(C)C1=NOC2=CC=C3C=NC(=NC3=C21)NC2CCC(CC2)NC2CCNCC2 (1R,4R)-N1-(9-isopropylisoxazolo[5,4-h]quinazolin-2-yl)-N4-(piperidin-4-yl)cyclohexane-1,4-diamine